1-butene-2,3,4-tricarboxylic acid C=C(C(CC(=O)O)C(=O)O)C(=O)O